C(CCC)OC(=O)N1NC(C=C1)=O butyl-2,3-dihydro-3-oxopyrazole-1-carboxylate